C1(CCCCC1)CCC1=NC(=NO1)C1=CC2=C(N(C=N2)CCC(=O)N2CCCC2)C=C1 3-(5-(5-(2-cyclohexylethyl)-1,2,4-oxadiazol-3-yl)-1H-benzo[D]imidazol-1-yl)-1-(pyrrolidin-1-yl)propan-1-one